(2S,4S)-4-(6-Chloropyrimidin-4-yl)oxypyrrolidine-1,2-dicarboxylic acid O1-tert-butyl O2-methyl ester COC(=O)[C@H]1N(C[C@H](C1)OC1=NC=NC(=C1)Cl)C(=O)OC(C)(C)C